3-(PROPAN-2-YLOXY)PROPANAL CC(C)OCCC=O